3,7-dimethyl-1-propylxanthine CN1C(N(C(C=2N(C=NC12)C)=O)CCC)=O